1,1,3,3-tetramethyl-disiloxane C[SiH](O[SiH](C)C)C